NC1=CC2=C(C(CO2)C(=O)OCC)C=C1 ethyl 6-amino-2,3-dihydrobenzofuran-3-carboxylate